(R)-tert-butyl 3-((1-(N-(5-chloro-4-(cyclopentylmethoxy)-2-fluorobenzoyl)sulfamoyl)piperidin-4-yl)oxy)pyrrolidine-1-carboxylate ClC=1C(=CC(=C(C(=O)NS(=O)(=O)N2CCC(CC2)O[C@H]2CN(CC2)C(=O)OC(C)(C)C)C1)F)OCC1CCCC1